C(C=C)(=O)[O-].[Na+] sodium trans-propenoate